CC(C)(C)OC(=O)N[C@H]1CN(C[C@H]1C)C=1C2=CN(N=C2C=CC1[N+](=O)[O-])C12CCC(CC1)CC2 2-methylpropan-2-yl{[(3R,4R)-1-[2-(bicyclo[2.2.2]octan-1-yl)-5-nitroindazol-4-yl]-4-methyltetrahydro-1H-pyrrol-3-yl]amino}methanoate